BrC1=CC=C(C(=O)NC(=O)N2CCNCC2)C=C1 N-(4-bromobenzoyl)piperazine-1-carboxamide